N-[4-cyano-3-(trifluoromethyl)phenyl]-1-[4-[1-(pyrrol-3-ylmethyl)-4-piperidinyl]pyrazol-1-yl]cyclobutanamide C(#N)C1=C(C=C(C=C1)NC(=O)C1(CCC1)N1N=CC(=C1)C1CCN(CC1)CC1=CNC=C1)C(F)(F)F